C(#N)C=1C=C2C=C(C(=CC2=CC1C#N)N)N 6,7-dicyano-2,3-diaminonaphthalene